COC1=C(C(=O)O)C=CC(=C1)C 2-methoxy-4-methylbenzoic acid